FC(C1=NN(C=C1C(=O)O)C)F 3-difluoromethyl-1-methyl-1H-pyrazole-4-carboxylic acid